FC1=CC=C(OC2=NC=NC=C2)C=C1 4-(4-fluorophenoxy)pyrimidin